dinaphtho[1,2-d:1',2'-d']benzo[1,2-b:5,4-b']difuran C1=CC=CC=2C=CC3=C(C4=C(O3)C=C3OC5=C(C3=C4)C4=CC=CC=C4C=C5)C12